ClC1=NC=CC(=N1)N1CN(C=C1)C 3-(2-chloropyrimidin-4-yl)-1-methylimidazole